BrC1=C(C(=C(C(=C1)OCCCC)F)F)I 1-bromo-5-butoxy-3,4-difluoro-2-iodo-benzene